Tert-butyl (3S)-3-pyrazin-2-ylisoxazolidine-2-carboxylate Tert-butyl-N-hydroxy-N-[(1S)-3-hydroxy-1-pyrazin-2-yl-propyl]carbamate C(C)(C)(C)OC(N([C@@H](CCO)C1=NC=CN=C1)O)=O.N1=C(C=NC=C1)[C@H]1N(OCC1)C(=O)OC(C)(C)C